7-[3-(4-carbamoyl-1H-pyrazol-1-yl)azetidin-1-yl]-6-fluoro-4-oxo-1-(1,3-thiazol-2-yl)-1,4-dihydro-1,8-naphthyridine-3-carboxylic acid C(N)(=O)C=1C=NN(C1)C1CN(C1)C1=C(C=C2C(C(=CN(C2=N1)C=1SC=CN1)C(=O)O)=O)F